(E)-2-hydroxy-1-(7-methoxy-6-(4-methoxyphenyl)-2,3-diphenylpyrazolo[1,5-a]pyrimidin-5-yl)guanidine O/N=C(/NC1=NC=2N(C(=C1C1=CC=C(C=C1)OC)OC)N=C(C2C2=CC=CC=C2)C2=CC=CC=C2)\N